C(C)(C)(C)OC(N[C@@H]1[C@@H](OCC12CCN(CC2)C2=NC=C(N=C2)SC2=C(C(=NC=C2)NC2CNC2)Cl)C)=O ((3s,4s)-8-(5-((2-(azetidin-3-ylamino)-3-chloropyridin-4-yl)thio)pyrazin-2-yl)-3-methyl-2-oxa-8-azaspiro[4.5]dec-4-yl)carbamic acid tert-butyl ester